CC(C1=CC=C(C=C1)C2CCCC(=NO)C2)C(=O)O The molecule is a monocarboxylic acid that is 2-phenylpropionic acid in which the phenyl group is substituted at the para position by a 3-(hydroxyimino)cyclohexyl group. It has a role as a non-steroidal anti-inflammatory drug. It is a monocarboxylic acid and a ketoxime. It derives from a hydratropic acid.